CC1=C(NC(=C1)C)\C=C\1/C(NC2=CC=CC=C12)=O (Z)-3-((3,5-dimethyl-1H-pyrrol-2-yl)methylene)indolin-2-one